4-{5-chloro-2-[4-(trifluoromethyl)-1H-1,2,3-triazol-1-yl]phenyl}-5-methoxy-pyridin-2(1H)-one ClC=1C=CC(=C(C1)C1=CC(NC=C1OC)=O)N1N=NC(=C1)C(F)(F)F